1-(2-hydroxy-3-((4-methyl-3-(naphthalen-1-ylmethyl)-2-oxo-2H-chromen-7-yl)oxy)propyl)piperidine-4-carboxamide OC(CN1CCC(CC1)C(=O)N)COC1=CC=C2C(=C(C(OC2=C1)=O)CC1=CC=CC2=CC=CC=C12)C